3-[(6-bromopyrazin-2-yl)ethynyl]-N-[(1S,2S)-2-hydroxycyclohexyl]-4-methylbenzamide BrC1=CN=CC(=N1)C#CC=1C=C(C(=O)N[C@@H]2[C@H](CCCC2)O)C=CC1C